CC=1C(=C2C=NNC2=CC1)C1=C(C(=CC=2CCOCC21)N2CC1(CN(C1)C(C=C)=O)CC2)C#N (P)-8-(5-methyl-1H-indazol-4-yl)-6-(2-(2-propenoyl)-2,6-diazaspiro[3.4]octan-6-yl)-3,4-dihydro-1H-2-benzopyran-7-carbonitrile